Methyl 5-methoxy-2-((4-methylphenyl)sulfonamido)benzoate COC=1C=CC(=C(C(=O)OC)C1)NS(=O)(=O)C1=CC=C(C=C1)C